5-fluoropyridine-carboxylic acid FC=1C=CC(=NC1)C(=O)O